(5-chloro-2-((5-cyclopropyl-2-methyl-1,2,3,4-tetrahydroisoquinolin-7-yl)amino)pyrimidin-4-yl)-1H-indole-3-carboxylic acid ClC=1C(=NC(=NC1)NC1=CC(=C2CCN(CC2=C1)C)C1CC1)N1C=C(C2=CC=CC=C12)C(=O)O